FC1(CC2(C1)C[C@@H](N(CC2)CC2=C1C=CNC1=C(C=C2OC)C)C=2C(=NC(=NC2)C(=O)O)NC)F 5-[(6R)-2,2-Difluoro-7-[(5-methoxy-7-methyl-1H-indol-4-yl)methyl]-7-azaspiro[3.5]nonan-6-yl]-4-(methylamino)pyrimidine-2-carboxylic acid